C1(=CC=CC=C1)C=1N=C2SC=CN2C1CO (6-phenylimidazo[2,1-B]thiazol-5-yl)methanol